1-(4H-pyrrolo[3,2-d]thiazol-6-yl)propan-2-one N1=CSC2=C1C(=CN2)CC(C)=O